C(CCCCCCCCCCCCCCC)(=O)O.C(CCCCCCCCCCCCCCC)(=O)O palmitic acid, palmitic acid salt